1,3,5-trimethyl-7-(3-methyl-1-((4-(piperidin-1-yl)bicyclo[2.2.2]octan-1-yl)methyl)-6,7-dihydro-1H-pyrazolo[4,3-c]pyridin-5(4H)-yl)-1H-pyrazolo[4,3-d]pyrimidine CN1N=C(C=2N=C(N=C(C21)N2CC1=C(CC2)N(N=C1C)CC12CCC(CC1)(CC2)N2CCCCC2)C)C